2-(4-(4-(3H-imidazo[4,5-b]pyridin-7-yl)-1H-pyrazol-1-yl)-2-methoxyphenyl)acetonitrile N1=CNC2=NC=CC(=C21)C=2C=NN(C2)C2=CC(=C(C=C2)CC#N)OC